C(C)(=O)N(C1=C(C=C(C=C1)C1=CC=C(C=N1)C(=O)NCC=1C=NC(=CC1)Br)Cl)CC1CC1 6-[4-[acetyl(cyclopropylmethyl)amino]-3-chloro-phenyl]-N-[(6-bromo-3-pyridyl)methyl]pyridine-3-carboxamide